METHYL 4-((3-(PYRIDIN-2-YLETHYNYL)PHENYL)CARBAMOYL)BENZOATE N1=C(C=CC=C1)C#CC=1C=C(C=CC1)NC(=O)C1=CC=C(C(=O)OC)C=C1